OC=1C(=NC=CC1)C1=NC=CC=C1 hydroxy-2,2'-bipyridine